NC1=CC=C(C(=N1)C1=C(C=CC=C1)O)Br 2-(6-amino-3-bromopyridin-2-yl)phenol